CC1=CC=C(C=C1)S(=O)(=O)N1N=C(C=C1)C(=O)NCC1=NN(C=C1)C 1-(4-methylbenzene-1-sulfonyl)-N-[(1-methyl-1H-pyrazol-3-yl)methyl]-1H-pyrazole-3-carboxamide